6-(Trifluoromethyl)-1-(4-(morpholinylmethyl)phenyl)-1,4-dihydrothiochromeno[4,3-c]pyrazole-3-carboxylic acid Ethyl ester 5,5-dioxide C(C)OC(=O)C=1C2=C(N(N1)C1=CC=C(C=C1)CN1CCOCC1)C=1C=CC=C(C1S(C2)(=O)=O)C(F)(F)F